ClC1=C(C=C(C=C1)NC(CC(C1=CC(=CC=C1)C(F)(F)F)C(F)(F)F)=O)C(=O)NC1=C(C=C(C=C1)F)F N-[4-chloro-3-[[(2,4-difluorophenyl)amino]carbonyl]phenyl]-β,3-bis(trifluoromethyl)benzenepropanamide